C(C)(C)(C)OC(=O)N1CC=2C(CC1)=C(N(N2)C)OS(=O)(=O)C(F)(F)F.OC([C@@H](C)NC(=O)C=2SC=CN2)(C)C N-((R)-3-hydroxy-3-methylbut-2-yl)thiazole-2-carboxamide tert-Butyl-2-methyl-3-(((trifluoromethyl)sulfonyl)oxy)-4,5-dihydro-2H-pyrazolo[3,4-c]pyridine-6(7H)-carboxylate